FC=1C=CC2=C(N(C=N2)C[C@@H]2CC[C@H](CC2)C(=O)O)C1 trans-4-[(6-fluorobenzimidazol-1-yl)methyl]cyclohexanecarboxylic acid